ClC1=NN2C(C(=N1)Cl)=NC(=C2)C 2,4-dichloro-6-methylimidazo[2,1-f][1,2,4]triazine